C(#N)C(C(=O)O)=CC(C)(C)C 2-cyano-4,4-dimethyl-pent-2-enoic acid